OC(COC=1C(=C(C=C2C(=NC(=NC12)C1CCN(CC1)C)N1CCC2(CN(C2)C(C=C)=O)CC1)C=C)C1=C2C=NNC2=CC=C1C)(C)C 1-(7-(8-(2-hydroxy-2-methylpropoxy)-7-(5-methyl-1H-indazol-4-yl)-2-(1-methyl-piperidin-4-yl)-6-vinylquinazoline-4-yl)-2,7-diazaspiro[3.5]nonan-2-yl)prop-2-en-1-one